FC(C[C@](C(=O)O)(C)NC(=O)C1=CC(=C2N1CCC1=CC(=C(C=C21)C=2N=NN(N2)C)OC)C=2SC=NN2)(F)F (S)-4,4,4-trifluoro-2-(8-methoxy-9-(2-methyl-2H-tetrazol-5-yl)-1-(1,3,4-thiadiazol-2-yl)-5,6-dihydropyrrolo[2,1-a]isoquinoline-3-carboxamido)-2-methylbutanoic acid